SCCOC1=CC(=CC=C1)OCCS 1,3-bis(mercaptoethoxy)benzene